N-[3-(4-butylbenzoyl)-2,2-dimethylpropyl]-4-butylbenzamide C(CCC)C1=CC=C(C(=O)CC(CNC(C2=CC=C(C=C2)CCCC)=O)(C)C)C=C1